C(C)(=O)NC1=CN(C2=C1N=CN=C2NCC2=CC=C(C=C2)B(O)O)C 4-[([7-acetamido-5-methylpyrrolo[3,2-d]pyrimidin-4-yl]amino)methyl]-phenylboronic acid